BrC1=CC=C(C=C1)NC(=O)N1CCC(CC1)NC(OC(C)(C)C)=O tert-Butyl (1-((4-bromophenyl)carbamoyl)piperidin-4-yl)carbamate